4-bromo-3-chloro-N,6-dimethyl-7-oxo-6,7-dihydro-1H-pyrrolo[2,3-c]pyridine-2-carboxamide BrC=1C2=C(C(N(C1)C)=O)NC(=C2Cl)C(=O)NC